(R)-tert-butyl 2-((6-cyanochroman-3-yl) carbamoyl)-6,7-dihydropyrazolo[1,5-a]pyrazine-5(4H)-carboxylate C(#N)C=1C=C2C[C@H](COC2=CC1)NC(=O)C1=NN2C(CN(CC2)C(=O)OC(C)(C)C)=C1